ClC=1C=C(C=CC1)[C@@H](O)C12CCC(CC1)(N2)C (R)-(m-chlorophenyl)(4-methyl-7-azabicyclo[2.2.1]hept-1-yl)methanol